IC=1C=CC(=NC1)N1CCC(CC1)C=O 1-(5-iodopyridin-2-yl)piperidine-4-carbaldehyde